2-(5-morpholinylpentyl)-4-phenylpyridazin-3(2H)-one N1(CCOCC1)CCCCCN1N=CC=C(C1=O)C1=CC=CC=C1